4-cyclopropyl-3-(cyclopropylmethoxy)-N-[3-(3,3-difluoroazetidine-1-carbonyl)pentan-3-yl]benzamide C1(CC1)C1=C(C=C(C(=O)NC(CC)(CC)C(=O)N2CC(C2)(F)F)C=C1)OCC1CC1